FC1(CN(CCC1NC(OC(C)(C)C)=O)C1=NC(=CC=C1)C1=NC2=CC(=NC=C2C=C1)CNC(C1=CC(=C(C=C1)C)S(=O)(=N)C)=O)F tert-butyl (3,3-difluoro-1-(6-(7-((4-methyl-3-(S-methylsulfonimidoyl)benzamido)methyl)-1,6-naphthyridin-2-yl)pyridin-2-yl)piperidin-4-yl)carbamate